BrC1=CC(=C(C=C1)[N+](=O)[O-])C1=CC=C(C=C1)OC 4-bromo-2-(4-methoxyphenyl)-1-nitrobenzene